C(C1=CC=CC=C1)N1CCC(CC1)(C(=O)N[C@H]1CN(CC1)C(=O)OC(C)(C)C)C=1C=NC(=C(C1)F)C1=C(C=CC=C1)OCC tert-butyl (R)-3-(1-benzyl-4-(6-(2-ethoxyphenyl)-5-fluoropyridin-3-yl)piperidine-4-carboxamido)pyrrolidine-1-carboxylate